bis(glycidoxy)-1,1'-biphenyl C(C1CO1)OC1=CC=C(C=C1)C1=CC=C(C=C1)OCC1CO1